C1(CC1)N1N=CC=C1C=1C=C(OCCOC2=C(C=C(C#N)C=C2)F)C=CC1 4-(2-(3-(1-cyclopropyl-1H-pyrazol-5-yl)phenoxy)ethoxy)-3-fluorobenzonitrile